3,3'-dithiobis(1-hexanol) C(CC(CCC)SSC(CCO)CCC)O